Tridecyl Stearate (+)-Tridecyl-Trimellitate C(CCCCCCCCCCCC)OC(C=1C(C(=O)O)=CC(C(=O)O)=CC1)=O.C(CCCCCCCCCCCCCCCCC)(=O)OCCCCCCCCCCCCC